N-[3-(2-methyl-1-oxoisoquinolin-4-yl)-5-(trifluoromethyl)phenyl]methanesulfonamide CN1C(C2=CC=CC=C2C(=C1)C=1C=C(C=C(C1)C(F)(F)F)NS(=O)(=O)C)=O